C(=C)[N+]#[C-] VINYL ISOCYANIDE